5-(7-hydroxyheptyl)-dihydroxybenzoic acid OCCCCCCCC=1C=C(C(=C(C(=O)O)C1)O)O